FC(OC1=CC(=NC=N1)CNC(=O)N[C@@H]1[C@H](C1)C(F)(F)F)F 1-[[6-(difluoromethoxy)pyrimidin-4-yl]methyl]-3-[(1S,2S)-2-(trifluoromethyl)cyclopropyl]urea